N,N,N-Trimethyl(2,3,4,6-tetramethylphenyl)methanaminium chloride [Cl-].C[N+](CC1=C(C(=C(C=C1C)C)C)C)(C)C